ClC1=CC=C(C(=O)NC2=CC=C(C(=O)O)C=C2)C=C1 4-[(4-chlorobenzoyl)amino]benzoic acid